5-amino-6-[(2-chloro-5-fluorophenyl)carbonyl]-3-cyclopropyl-2-methylindazole-7-carbonitrile NC1=CC2=C(N(N=C2C(=C1C(=O)C1=C(C=CC(=C1)F)Cl)C#N)C)C1CC1